NC(CO)C1=CC(=CC=C1)C 2-amino-2-(3-methylphenyl)ethan-1-ol